C(C)(C)OC[C@@H]1[C@H](C1)C(=O)OC(C)(C)C Tert-butyl (1S,2S)-2-(isopropoxymethyl)cyclopropanecarboxylate